(±)-1-(3-((1,1,1-trifluoropropan-2-yl)oxy)phenyl)cyclopropane-1-amine hydrochloride Cl.FC([C@@H](C)OC=1C=C(C=CC1)C1(CC1)N)(F)F |r|